[Si](C)(C)(C(C)(C)C)OCC=1N=C(C(=C(C(=O)O)C1)OC)Cl 6-(((tert-butyldimethylsilyl)oxy)methyl)-2-chloro-3-methoxyisonicotinic acid